C(C)(=O)[O-].C1(=CC=CC=C1)C=1N=CC(=NC1C1=CC=CC=C1)N(CCCCO[Ca+])C(C)C {4-[(5,6-diphenylpyrazin-2-yl)(prop-2-yl)amino]butoxy}-calcium acetate